chloro-10'-(3-hydroxyprop-1-yn-1-yl)-5'H-spiro[cyclohexane-1,7'-indolo[1,2-a]quinazolin]-5'-one ClC1=CC=CC=2C(N=C3N(C12)C1=CC(=CC=C1C31CCCCC1)C#CCO)=O